The molecule is a hydrochloride obtained by combining mitoguazone with two molar equivalents of hydrochloric acid. It has a role as an antineoplastic agent, an apoptosis inducer and an EC 4.1.1.50 (adenosylmethionine decarboxylase) inhibitor. It contains a mitoguazone(2+). C/C(=N\\N=C(N)N)/C=N/N=C(N)N.Cl.Cl